COC(C1=C(C=C(C=C1)OC[C@@H](CN1N=CN=N1)NC(=O)OC(C)(C)C)F)=O (R)-4-(2-((tert-Butoxycarbonyl)amino)-3-(2H-tetrazol-2-yl)propoxy)-2-fluorobenzoic acid methyl ester